[(3S)-3-(1,2,4-Triazol-4-yl)pyrrolidin-1-yl]-[6-[[1-(trifluoromethyl)cyclopropyl]methoxy]-2-azaspiro[3.3]heptan-2-yl]methanone N=1N=CN(C1)[C@@H]1CN(CC1)C(=O)N1CC2(C1)CC(C2)OCC2(CC2)C(F)(F)F